C1OCC2=C1C=CC(=C2)CS(=O)(=O)NC2=C(C=CC=C2)N2CCC(CC2)(C)COC (1,3-dihydro-2-benzofuran-5-yl)-N-{2-[4-(methoxymethyl)-4-methylpiperidin-1-yl]phenyl}methanesulfonamide